[Fe].NC1=C(C=CC(=C1)C(F)(F)F)N1C(CCCC1)=O 1-(2-amino-4-(trifluoromethyl)phenyl)piperidin-2-one iron